C(=O)(O)CC1(OCC(O1)C)C(F)(F)F 2-carboxymethyl-2-trifluoromethyl-4-methyl-1,3-dioxacyclopentane